(R)-4-nitro-3-((tetrahydrofuran-3-yl)oxy)-1-((2-(trimethylsilyl)ethoxy)methyl)-1H-pyrazole [N+](=O)([O-])C=1C(=NN(C1)COCC[Si](C)(C)C)O[C@H]1COCC1